tert-butyl (S)-1-(((R)-tert-butylsulfinyl) amino)-6-(3-(methylamino)-3-oxoprop-1-yn-1-yl)-1,3-dihydrospiro[indene-2,4'-piperidine]-1'-carboxylate C(C)(C)(C)[S@@](=O)N[C@@H]1C2=CC(=CC=C2CC12CCN(CC2)C(=O)OC(C)(C)C)C#CC(=O)NC